N(=[N+]=[N-])CC1(CCC1)CN=[N+]=[N-] 3,3-bis-azidomethylcyclobutane